3-(2-chloro-4-methylsulfonyl-benzoyl)-2-phenylthiobicyclo[3.2.1]oct-2-en-4-one ClC1=C(C(=O)C2=C(C3CCC(C2=O)C3)SC3=CC=CC=C3)C=CC(=C1)S(=O)(=O)C